N(C1=CC=CC=C1)C1=NC(=NC(=N1)OC)NC=1C=C(C(=CC1)C=CC=1C(=CC(=CC1)NC1=NC(=NC(=N1)NC1=CC=CC=C1)OC)S(=O)(=O)[O-])S(=O)(=O)[O-] 4,4'-bis[(4-anilino-6-methoxy-1,3,5-triazin-2-yl)amino]stilben-2,2'-disulfonat